CC=1C(=C(C=C(C1)C(F)(F)F)O)C=1C=CC=2C(N1)=NN(C2)C[C@@H]2CNCC2 3-methyl-2-[2-[[(3S)-pyrrolidin-3-yl]methyl]pyrazolo[3,4-b]pyridin-6-yl]-5-(trifluorometh-yl)phenol